OC=1C=CC(=C2C=CC=NC12)C1=NC2=C3N=CC=CC3=CC=C2C=C1 8-hydroxy-5-(1,10-phenanthroline-2-yl)quinoline